CC1(CCN(CC1)C1=CN=C2C(=N1)NN=C2C=2C=NNC2C(F)(F)F)N 4-Methyl-1-(3-(5-(trifluoromethyl)-1H-pyrazol-4-yl)-1H-pyrazolo[3,4-b]pyrazin-6-yl)piperidin-4-amine